ClC=1C(=C2N=C(N=C3C2=C(C(C[C@@H]2[C@@H]4CC[C@H](CN32)N4C(=O)OC(C)(C)C)=C)N1)SCC)F tert-butyl (5aR,6S,9R)-2-chloro-12-(ethylthio)-1-fluoro-4-methylene-4,5,5a,6,7,8,9,10-octahydro-3,10a,11,13,14-pentaaza-6,9-methanonaphtho[1,8-ab]heptalene-14-carboxylate